(1R,2S,5S)-6,6-dimethyl-3-[(2S)-3-methyl-2-[(2-tetrahydrofuran-3-ylacetyl)amino]butanoyl]-3-azabicyclo[3.1.0]hexane-2-carboxylic acid CC1([C@H]2CN([C@@H]([C@@H]12)C(=O)O)C([C@H](C(C)C)NC(CC1COCC1)=O)=O)C